N=1C2(CN3C1C=CC=C3)CCOC3=CC=CC=C32 spiro[chroman-4,2'-imidazo[1,2-a]pyridine]